4-azabenzo[cd]azulen-3-one C1=CC2=C3C(=CC=CC=C13)C=NC2=O